2-((1R,4R)-4-(((5-fluoro-2-((4-morpholino-phenyl)amino)pyrimidin-4-yl)oxy)methyl)cyclohexyl)propan-2-ol FC=1C(=NC(=NC1)NC1=CC=C(C=C1)N1CCOCC1)OCC1CCC(CC1)C(C)(C)O